7-(1-(3-Chlorobenzyl)piperidin-3-yl)-2-methyl-3-(pyridin-4-yl)pyrazolo[1,5-a]pyrimidine ClC=1C=C(CN2CC(CCC2)C2=CC=NC=3N2N=C(C3C3=CC=NC=C3)C)C=CC1